5-bromo-2-(1,1-difluoroethyl)-3-methylpyridine BrC=1C=C(C(=NC1)C(C)(F)F)C